O1CC(=CC1)C1=C(C=C2C(=CN(C2=C1)CC(C)(C)C)C(C)NS(=O)(=O)C1CC1)F N-[1-[6-(2,5-dihydrofuran-3-yl)-1-(2,2-dimethylpropyl)-5-fluoro-indol-3-yl]ethyl]cyclopropanesulfonamide